methyl 5-(3-cyclopropyl-1-(2,6-dioxopiperidin-1-yl)propyl)-2-fluorophenylcarbamate C1(CC1)CCC(N1C(CCCC1=O)=O)C=1C=CC(=C(C1)NC(OC)=O)F